6-chloro-1-(4-methylphenyl)-2-(3-phenylpropanoyl)-2,3,4,9-tetrahydro-1H-β-carboline ClC=1C=C2C=3CCN(C(C3NC2=CC1)C1=CC=C(C=C1)C)C(CCC1=CC=CC=C1)=O